5-(difluoromethyl)nicotinamide FC(C=1C=NC=C(C(=O)N)C1)F